(4R)-Methyl 4-(3-chloro-6-ethoxy-2-fluoro-5-((R)-1-hydroxyethyl)phenyl)-2-oxopyrrolidine-3-carboxylate ClC=1C(=C(C(=C(C1)[C@@H](C)O)OCC)[C@H]1C(C(NC1)=O)C(=O)OC)F